(5-((2-((3-morpholinobenzyl)amino)-2-oxoethyl)thio)-1H-tetrazol-1-yl)benzoic acid O1CCN(CC1)C=1C=C(CNC(CSC2=NN=NN2C2=C(C(=O)O)C=CC=C2)=O)C=CC1